dinonyl trisulfide C(CCCCCCCC)SSSCCCCCCCCC